potassium (4-chlorophenyl) borate B(OC1=CC=C(C=C1)Cl)([O-])[O-].[K+].[K+]